C(#N)C=1C(=C(C=C(C1)C=1C(=NN(C1)C)COC[C@@H](C)NC)C(C(=O)OC)C(=O)OC)[N+](=O)[O-] dimethyl 2-[3-cyano-5-[1-methyl-3-[[(2R)-2-(methylamino)propoxy]methyl]pyrazol-4-yl]-2-nitro-phenyl]propanedioate